C(C)C1(CCCC1)OC(=O)C1=CC=C(C=C1)C1C2C=CC(C1)C2 5-(4-(1-ethylcyclopentyloxycarbonyl)phenyl)-bicyclo[2.2.1]Hept-2-ene